(4-(3-(4-(4-(3-(1-(2-(2,6-dioxopiperidin-3-yl)-1,3-dioxoisoindolin-5-yl)piperidin-4-yl)propyl)piperazin-1-yl)phenoxy)-6-hydroxybenzo[b]thiophen-2-yl)phenyl)boronic acid O=C1NC(CCC1N1C(C2=CC=C(C=C2C1=O)N1CCC(CC1)CCCN1CCN(CC1)C1=CC=C(OC=2C3=C(SC2C2=CC=C(C=C2)B(O)O)C=C(C=C3)O)C=C1)=O)=O